(3aS,6aR)-2-(2-methylpropyl)hexahydropyrrolo[3,4-c]pyrrol-1(2H)-one CC(CN1C([C@H]2CNC[C@H]2C1)=O)C